C1(CC1)SC1=C2C=CNC2=C(C(=C1OC=1C=CC(=C(C1)C=1NC=C(N1)[C@@]1(CCOC2=C(C=CC=C12)CCC(=O)O)C)F)F)F 3-[(4R)-4-[2-[5-[(4-cyclopropylsulfanyl-6,7-difluoro-1H-indol-5-yl)oxy]-2-fluoro-phenyl]-1H-imidazol-4-yl]-4-methyl-chroman-8-yl]propanoic acid